(2-(trideca-1,5-dien-1-yloxy)ethyl)benzene C(=CCCC=CCCCCCCC)OCCC1=CC=CC=C1